[13C](CCCCCCC\C=C/CCCCCCCC)(=O)N oleamide-13C